4-bromo-N-(2-hydroxy-2-methylpropyl)-N,2-dimethylbenzamide BrC1=CC(=C(C(=O)N(C)CC(C)(C)O)C=C1)C